IC(C(CNC([O-])=O)CCC)C 3-iodo-2-propyl-n-butylcarbamate